triethenylindium C(=C)[In](C=C)C=C